NC=1C=C2CCC(NC2=CC1)C(=O)OC(C)(C)C tert-butyl 6-amino-1,2,3,4-tetrahydroquinoline-2-carboxylate